C(C)(C)(C1=CC=CC=C1)OOC(C)(C)C tertiary-butyl cumyl peroxide